FC(C(=O)O)(F)F.FC(C(=O)O)(F)F.C(C1=CC=CC=C1)[C@@H]1C[C@@H](NC1)C(=O)N[C@H](C(=O)NCC1=CC=C(C=C1)C(N)=N)C (2R,4R)-4-Benzyl-N-((S)-1-((4-carbamimidoylbenzyl)amino)-1-oxopropan-2-yl)pyrrolidine-2-carboxamide Di-trifluoroacetate salt